NC=1C(=CC2=C(N(N=C2C1Br)C)C)C#N 6-amino-7-bromo-2,3-dimethyl-2H-indazole-5-carbonitrile